BrC=1C=CC=C2CN(C(C12)=O)[C@@H](C(C)(C)O)C1CC1 (R)-7-bromo-2-(1-cyclopropyl-2-hydroxy-2-methylpropyl)isoindolin-1-one